O1C(=NC2=C1C=CC=C2)C(CCC(=O)C2=CC=CC=C2)CC(F)(F)F 4-(benzo[d]oxazol-2-yl)-6,6,6-trifluoro-1-phenylhexan-1-one